2-(3-benzylthio-5-cyclopropylpyridin-2-yl)-5-(trifluoromethylthio)benzoxazole C(C1=CC=CC=C1)SC=1C(=NC=C(C1)C1CC1)C=1OC2=C(N1)C=C(C=C2)SC(F)(F)F